C1(CC1)C=1N=NN(C1)[C@H](C(=O)N1[C@@H](C[C@H](C1)O)C(=O)NC1CCC2=C(C=C(C=C12)Cl)Cl)C(C)(C)C (2S,4R)-1-[(2S)-2-(4-cyclopropyltriazol-1-yl)-3,3-dimethyl-butanoyl]-N-(4,6-dichloroindan-1-yl)-4-hydroxy-pyrrolidine-2-carboxamide